NC=1C(=NC=CC1)NC1=CC=C(C(=O)OCC)C=C1 ethyl 4-((3-aminopyridin-2-yl)amino)benzoate